CN1C(=NC=C1)[C@@H](NC=1C=C2N=CC=NC2=C(C1)C1=CC=C2C=CN(C2=C1)C)C=1C=NN(C1)C N-[(S)-(1-methyl-1H-imidazol-2-yl)(1-methyl-1H-pyrazol-4-yl)methyl]-8-(1-methyl-1H-indol-6-yl)quinoxalin-6-amine